CC(CC=O)CCCCCCCCCCCC=O 3-methyl-1,15-pentadecanedione